CC1NCC(C1)C 2,4-dimethylpyrrolidine